FC1(CN(CCC1CCOC1CCC(CC1)NC(C(=O)OC)(C)C)C(=O)OC(C)(C)C)F tert-Butyl 3,3-difluoro-4-(2-(((1r,4r)-4-((1-methoxy-2-methyl-1-oxopropan-2-yl)amino)cyclohexyl)oxy)ethyl)piperidine-1-carboxylate